(RS)-N-(4-Pyrrolidin-3-yl-phenyl)-4-trifluoromethyl-benzamid N1C[C@H](CC1)C1=CC=C(C=C1)NC(C1=CC=C(C=C1)C(F)(F)F)=O |r|